2,3,6,7-tetramethoxyanthracen-9(10H)-one COC1=CC=2C(C3=CC(=C(C=C3CC2C=C1OC)OC)OC)=O